NC1=C(C(=O)NCC2=CC=C(C=C2)OC)C=C(C(=C1)F)Br 2-amino-5-bromo-4-fluoro-N-(4-methoxybenzyl)benzamide